NCC=1C=C(C=CC1)C1=CC(=CC(=C1)N1CCC2(CCCOC2)CC1)COC1=C(C=CC=C1)CC(=O)O 2-(2-((3'-(aminomethyl)-5-(2-oxa-9-azaspiro[5.5]undecan-9-yl)-[1,1'-biphenyl]-3-yl)methoxy)phenyl)acetic acid